3-(4-hydroxy-3,5-dimethoxyphenethyl)-2,6-dimethoxyphenol OC1=C(C=C(CCC=2C(=C(C(=CC2)OC)O)OC)C=C1OC)OC